N-(3-(chloromethyl)-1,2,4-thiadiazol-5-yl)-5-(3-cyanophenyl)-2-methylfuran-3-carboxamide ClCC1=NSC(=N1)NC(=O)C1=C(OC(=C1)C1=CC(=CC=C1)C#N)C